N[C@H](C(=O)N1[C@@H](C[C@H](C1)O)C(=O)NCC1=CC=C(C=C1)C1=C(N=CS1)CO)C(C)(C)C (2S,4R)-1-[(2S)-2-amino-3,3-dimethylbutyryl]-4-hydroxy-N-({4-[4-(hydroxymethyl)-1,3-thiazol-5-yl]phenyl}methyl)pyrrolidine-2-carboxamide